C(N)(OC1(C(C1)C(C)(C)C)C1=CC(=CC=C1)Br)=O tert-Butyl(1-(3-bromophenyl)cyclopropyl) carbamate